((6-(isopropyl(methyl)amino)-2-(6-(4-(4-methylpyridin-3-yl)-4H-1,2,4-triazol-3-yl)pyridin-2-yl)-1-oxo-2,3-dihydro-1H-pyrrolo[3,4-c]pyridin-4-yl)methyl)(methyl)carbamate C(C)(C)N(C1=CC2=C(C(=N1)COC(NC)=O)CN(C2=O)C2=NC(=CC=C2)C2=NN=CN2C=2C=NC=CC2C)C